Benzyl (S)-(1-oxopropan-2-yl)(2-oxopropyl)carbamate O=C[C@H](C)N(C(OCC1=CC=CC=C1)=O)CC(C)=O